(R)-1-(2-(1H-pyrrolo[2,3-b]pyridin-3-yl)ethyl)-7-ethoxy-6-methoxy-3,4-dihydroisoquinoline-2(1H)-formaldehyde N1C=C(C=2C1=NC=CC2)CC[C@H]2N(CCC1=CC(=C(C=C21)OCC)OC)C=O